3-(6-fluoro-1-oxo-5-(4-(3-((4-((5-(trifluoro-methyl)pyrimidin-2-yl)amino)piperidin-1-yl)sulfonyl)benzyl)piperazin-1-yl)isoindolin-2-yl)piperidine-2,6-dione FC1=C(C=C2CN(C(C2=C1)=O)C1C(NC(CC1)=O)=O)N1CCN(CC1)CC1=CC(=CC=C1)S(=O)(=O)N1CCC(CC1)NC1=NC=C(C=N1)C(F)(F)F